C(=C\C=C\C)/C(=O)O (E,E)-1,3-pentadiene-1-carboxylic acid